(S)-1-(2-(2-aminoacetamido)-6-fluorobenzyl)-3,4-dimethyl-2-oxo-N-(2,4,6-trifluorobenzyl)-1,2,3,4-tetrahydro-quinazoline-7-carboxamide dihydrochloride Cl.Cl.NCC(=O)NC1=C(CN2C(N([C@H](C3=CC=C(C=C23)C(=O)NCC2=C(C=C(C=C2F)F)F)C)C)=O)C(=CC=C1)F